C(C)(C)OC=1C(=CC=2C(N1)=NN(C2)C21COC(C2)(C1)COC)C(=O)NC=1C(N(C=CC1)[C@H]1[C@H](C1)C)=O 6-isopropoxy-2-(1-(methoxymethyl)-2-oxabicyclo[2.1.1]hexan-4-yl)-N-(1-((1R,2S)-2-methylcyclopropyl)-2-oxo-1,2-dihydropyridin-3-yl)-2H-pyrazolo[3,4-b]pyridine-5-carboxamide